C1=CC=CC=2C3=CC=CC=C3C(C12)COC(=O)N[C@H](C(=O)O)CC1=CN(C2=NC=C(C=C21)N2CCOCC2)C(=O)OC(C)(C)C (S)-2-((((9H-fluoren-9-yl)methoxy)carbonyl)amino)-3-(1-(tert-butoxycarbonyl)-5-morpholino-1H-pyrrolo[2,3-b]pyridin-3-yl)propanoic acid